(-)-[3-(Tetrazol-1-yl)pyrrolidin-1-yl]-[3-[6-[4-(trifluoromethoxy)phenoxy]-3-pyridyl]azetidin-1-yl]methanone N1(N=NN=C1)C1CN(CC1)C(=O)N1CC(C1)C=1C=NC(=CC1)OC1=CC=C(C=C1)OC(F)(F)F